((1-(isopropylamino)cyclohexyl)methyl)benzamide C(C)(C)NC1(CCCCC1)CC1=C(C(=O)N)C=CC=C1